5-((5-fluoropyridin-2-yl)carbamoyl)-4-hydroxy-6-oxo-1,2,3,6-tetrahydropyridine-2-carboxylic acid FC=1C=CC(=NC1)NC(=O)C1=C(CC(NC1=O)C(=O)O)O